ClC1=NC(=C(C(=C1C#N)C)C)C chloro-4,5,6-trimethylpyridine-3-carbonitrile